C(#N)C=1C=NN2C1C(=CC(=C2)OCC)C=2C=CC(=NC2)N2CCC(CC2)(CN2CCNCC2)NC(=O)C2=NC=CC=C2F N-[1-[5-(3-cyano-6-ethoxy-pyrazolo[1,5-a]pyridin-4-yl)-2-pyridyl]-4-(piperazin-1-ylmethyl)-4-piperidyl]-3-fluoro-pyridine-2-carboxamide